((6-fluoro-2-methylpyridin-3-yl)oxy)-4-methyl-5-(trifluoromethyl)nicotinamide FC1=CC=C(C(=N1)C)OC1=C(C(=O)N)C(=C(C=N1)C(F)(F)F)C